1-[4-[4-[3-chloro-4-[(3-fluoro-2-pyridyl)methoxy]anilino]-7H-pyrrolo[2,3-d]pyrimidin-5-yl]-1-piperidyl]prop-2-en-1-one ClC=1C=C(NC=2C3=C(N=CN2)NC=C3C3CCN(CC3)C(C=C)=O)C=CC1OCC1=NC=CC=C1F